5-chloro-3-(2-(4-(4-ethoxyphenyl)piperazin-1-yl)-2-oxoethyl)-1H-indole-2-carboxylic acid ClC=1C=C2C(=C(NC2=CC1)C(=O)O)CC(=O)N1CCN(CC1)C1=CC=C(C=C1)OCC